N1(N=NC2=C1N=CC=C2)OC(=[N+](C)C)N(C)C O-(7-Aza-1H-benzotriazole-1-yl)-N,N,N',N'-tetramethyluronium